3-azidopiperidine N(=[N+]=[N-])C1CNCCC1